(4E,8E,12E,16E)-2-((3,4-dihydroxyphenethyl)amino)-2-oxoethyl 4,8,13,17,21-pentamethyldocosa-4,8,12,16,20-pentaenoate C/C(/CCC(=O)OCC(=O)NCCC1=CC(=C(C=C1)O)O)=C\CC\C(=C\CC\C=C(\CC\C=C(\CCC=C(C)C)/C)/C)\C